4-(1H-imidazol-2-yl)piperidine hydrochloride salt Cl.N1C(=NC=C1)C1CCNCC1